rac-((1R,3R)-2,2-difluoro-3-(2-iodoethyl)cyclopropyl)methyl acetate C(C)(=O)OC[C@@H]1C([C@@H]1CCI)(F)F |r|